O[C@@H]1C[C@H]2[C@H](CCC3=C(O2)C=C(C=C3)C(=O)O)[C@H]1\C=C\C(C1(CC1)C1=CC(=CC=C1)OC(F)(F)F)O (1R,2R,3aS,10aR)-2-hydroxy-1-[(1E,3ξ)-3-hydroxy-3-{1-[3-(trifluoromethoxy)phenyl]cyclopropyl}-1-propen-1-yl]-2,3,3a,9,10,10a-hexahydro-1H-benzo[b]cyclopenta[f]oxepin-6-carboxylic acid